FC1=C(C=C(C=C1)C(C(=O)N)C=1C=2N(C=CN1)N=CN2)C2=NC=NC1=CC(=CC=C21)N2CCOCC2 2-[4-Fluoro-3-(7-morpholin-4-yl-quinazolin-4-yl)-phenyl]-2-[1,2,4]-triazolo[1,5-a]-pyrazin-8-yl-acetamide